C(C)(C)(C)OC(=O)N1C(CCCC1)C1=C(C=CC(=C1)Cl)CO.ClC=1C=CC(=C(C1)C1N(CCCC1)C(=O)OC(C)(C)C)C=O tert-Butyl 2-(5-chloro-2-formylphenyl)piperidine-1-carboxylate tert-butyl-2-(5-chloro-2-(hydroxymethyl)phenyl)piperidine-1-carboxylate